ClC=1C(=C(C(=CC1)N1N=NN=C1)C=CC(=O)N1C(C2=CC=CC(=C2CC1)NC(COC)=O)C(=O)NC1=CC=C(C(=O)O)C=C1)F 4-(2-(3-(3-chloro-2-fluoro-6-(1H-tetrazol-1-yl)phenyl)acryloyl)-5-(2-methoxyacetamido)-1,2,3,4-tetrahydroisoquinoline-1-carboxamido)benzoic acid